1,3-butadiene-1,4-dicarboxylate C(=CC=CC(=O)[O-])C(=O)[O-]